Methyl 4-((4-(hydroxymethyl)piperidine-1-carboxamido)methyl)benzoate OCC1CCN(CC1)C(=O)NCC1=CC=C(C(=O)OC)C=C1